C(C)(C)(C)C1=CC=C(C(=C1)C1=CC=CC=C1)NC1=CC=C(C=C1)[Si](C)(C)C 5-(tert-butyl)-N-(4-(trimethylsilyl)phenyl)-[1,1'-biphenyl]-2-amine